4,6-dinitro-sec-butyl-phenol [N+](=O)([O-])C1=CC(=C(C(=C1)[N+](=O)[O-])O)C(C)CC